C1(=CCCC1)C1=NC(=CC(=N1)N1N=CC=2C(=NC(=CC21)C=2C=NC=CC2OC)C)N2[C@@H]([C@H](C2)CS(=O)(=O)C)C 1-(2-(Cyclopent-1-en-1-yl)-6-((2R,3S)-2-methyl-3-((methylsulfonyl)methyl)azetidin-1-yl)pyrimidin-4-yl)-6-(4-methoxypyridin-3-yl)-4-methyl-1H-pyrazolo[4,3-c]pyridine